C(C)(C)(C)OC(=O)N1C(C(CCC1)=O)CC1=C(C(=CC=C1)Br)F (3-bromo-2-fluorobenzyl)-3-oxopiperidine-1-carboxylic acid tert-butyl ester